COC=1C=C(C=C2CSCC(C2=O)=CC2=CC(=C(C=C2)OC)OC)C=CC1OC 3,5-bis(3,4-dimethoxybenzylidene)tetrahydro-4H-thiopyran-4-one